N,N-dimethylaminopentamethyldisilane CN(C)[Si]([Si](C)(C)C)(C)C